C[Si](C1=CC=CC=C1)(C)CC1(C2=CC=CC=C2SC=2C(=CC(=CC12)CC)CC)C(=O)O 9-((dimethyl-(phenyl)silyl)methyl)-2,4-diethyl-9H-thioxanthene-9-carboxylic acid